C(C)OC(=O)C=1CN(CCC1OS(=O)(=O)C(F)(F)F)C(=O)OC(C)(C)C 4-(((trifluoromethyl)sulfonyl)oxy)-5,6-dihydropyridine-1,3-dicarboxylic acid 1-tert-butyl 3-ethyl ester